ClC1=C(CC=2N(C(N(N2)C)=O)CCN2CCOCC2)C(=CC=C1)F 5-(2-chloro-6-fluorobenzyl)-2-methyl-4-(2-morpholinoethyl)-2,4-dihydro-3H-1,2,4-triazol-3-one